3-(2-hydroxyphenyl)acrylohydrazide methyl-2-(1,1-bis(2-cyanophenyl)propan-2-yl)-5-hydroxy-6-oxo-1,6-dihydropyrimidine-4-carboxylate COC(=O)C=1N=C(NC(C1O)=O)C(C(C1=C(C=CC=C1)C#N)C1=C(C=CC=C1)C#N)C.OC1=C(C=CC=C1)C=CC(=O)NN